FC=1C(=CC(=C2C=C(NC12)C(=O)OC)B1OC(C(O1)(C)C)(C)C)C1=CCCN(C1)C(CCN1N=CC=C1)=O methyl 7-fluoro-6-[1-(3-pyrazol-1-ylpropanoyl)-3,6-dihydro-2H-pyridin-5-yl]-4-(4,4,5,5-tetramethyl-1,3,2-dioxaborolan-2-yl)-1H-indole-2-carboxylate